NC1=CC(=C(C=N1)N1C[C@H](N(CC1)C(=O)C1=NC=C(C(=C1)OC)C1=CC=C(C=C1)C(F)(F)F)CC(F)F)OC [(R)-4-(6-Amino-4-methoxy-pyridin-3-yl)-2-(2,2-difluoro-ethyl)-piperazin-1-yl]-[4-methoxy-5-(4-trifluoromethyl-phenyl)-pyridin-2-yl]-methanone